(3R,4S)-4-[3-(2,4-dioxohexahydropyrimidin-1-yl)-1-methyl-indazol-6-yl]-3-hydroxy-piperidine-1-carboxylic acid tert-butyl ester C(C)(C)(C)OC(=O)N1C[C@@H]([C@@H](CC1)C1=CC=C2C(=NN(C2=C1)C)N1C(NC(CC1)=O)=O)O